(pyrazin-2-yl)benzamide N1=C(C=NC=C1)C1=C(C(=O)N)C=CC=C1